COC1=C(C(=O)O)C=C(C=C1)NCC1OCC1.C1(CC1)C(=O)NC1=CC(=C(N=N1)C(=O)NC([2H])([2H])[2H])NC1=C(C(=CC=C1)C1=NN(C=N1)C)OC 6-(cyclopropaneamido)-4-((2-methoxy-3-(1-methyl-1H-1,2,4-triazol-3-yl)phenyl)amino)-N-(methyl-d3)pyridazine-3-carboxamide 2-methoxy-5-((oxetan-2-ylmethyl)amino)benzoate